N-(5-chloro-6-(2-methyl-2H-tetrazol-5-yl)pyridin-3-yl)-1,1-diphenylmethanimine ClC=1C=C(C=NC1C=1N=NN(N1)C)N=C(C1=CC=CC=C1)C1=CC=CC=C1